4-(6-cyclopropyl-5-(methylsulfonyl)pyridin-2-yl)-1-methyl-1H-1,2,3-triazole-5-carboxylic acid C1(CC1)C1=C(C=CC(=N1)C=1N=NN(C1C(=O)O)C)S(=O)(=O)C